C(C)C=1C=C2C(=NC=3N(C2=CC1)C=NN3)N(C3=CC=CC=C3)C 7-ethyl-N-methyl-N-phenyl-[1,2,4]triazolo[4,3-a]quinazolin-5-amine